C1(CCCC2=CC=CC=C12)NC(=O)C=1N=C(OC1)C1=CC=C(C=C1)C(F)(F)F N-(1,2,3,4-tetrahydronaphthalen-1-yl)-2-(4-(trifluoromethyl)phenyl)oxazole-4-carboxamide